methyl (S)-4-(pyrrolidin-3-yloxy)benzoate, hydrochloride Cl.N1C[C@H](CC1)OC1=CC=C(C(=O)OC)C=C1